2-(2-(2-(ethylamino)-2-oxoethyl)phenyl)acetic acid C(C)NC(CC1=C(C=CC=C1)CC(=O)O)=O